5-(3-bromo-5-chloro-2-fluorophenoxy)-3-(4-methoxybenzyl)-6-(trifluoromethyl)pyrimidin-4(3H)-one BrC=1C(=C(OC=2C(N(C=NC2C(F)(F)F)CC2=CC=C(C=C2)OC)=O)C=C(C1)Cl)F